FC1(CCC2(C1)CNCCC2)F 3,3-difluoro-7-azaspiro[4.5]decane